ClC1=C(C(=CC2=CC=CC=C12)SC)OB(O)O (1-chloro-3-(methylthio)naphthalen-2-yl)boric acid